F[B-](F)(F)F.OCCCN1CN(C=C1)CCCCCCCC 1-(3'-hydroxypropyl)-3-octylimidazole tetrafluoroborate